8-(1-(tert-butoxycarbonyl)piperidin-4-yl)-5-(((5-fluoro-2,3-dihydrobenzofuran-4-yl)methyl)amino)imidazo[1,2-c]pyrimidine-2-carboxylic acid C(C)(C)(C)OC(=O)N1CCC(CC1)C=1C=2N(C(=NC1)NCC1=C(C=CC3=C1CCO3)F)C=C(N2)C(=O)O